ClC1=C(C=CC=C1)C=1N=C(N2C1SC=C2)C=2C=C(C#N)C=CC2 3-(7-(2-chlorophenyl)imidazo[5,1-b]thiazol-5-yl)benzonitrile